N1(CCOCC1)CCN1C(NC2=C1C=CC=C2)=O 1-(2-Morpholinylethyl)-1,3-dihydro-2H-benzo[d]imidazol-2-one